2-(4-Chloro-2-fluorophenyl)-N-(4-bromo-2-fluorobenzoyl)hydrazincarboxamid ClC1=CC(=C(C=C1)NNC(=O)NC(C1=C(C=C(C=C1)Br)F)=O)F